8-methyl-2-(3-methyl-1-benzofuran-2-yl)-5-[(phenylcarbamoyl)oxy]quinoline-4-carboxylic acid CC=1C=CC(=C2C(=CC(=NC12)C=1OC2=C(C1C)C=CC=C2)C(=O)O)OC(NC2=CC=CC=C2)=O